C(C1=CC=CC=C1)(C1=CC=CC=C1)C(C1=CC=CO1)O α-benzhydryl-furfuryl alcohol